chloro-5-(3-methoxypropyl)pyridin-2-amine ClC=1C(=NC=C(C1)CCCOC)N